tert-butyl N-[2-[2-[2-[2-[2-[tert-butyl-(di-methyl)silyl]oxyethoxy]ethoxy]ethoxy]ethoxy]ethyl]-N-[2-[4-[6-(dimethylamino)pyridin-3-yl]-phenyl]-1,3-benzothiazol-6-yl]carbamate C(C)(C)(C)[Si](OCCOCCOCCOCCOCCN(C(OC(C)(C)C)=O)C1=CC2=C(N=C(S2)C2=CC=C(C=C2)C=2C=NC(=CC2)N(C)C)C=C1)(C)C